ClC1=C(N=C2C=C(C(=NC2=C1N[C@H](C)C1=C(C(=C(C=C1)F)F)F)C=1C=CC(=NC1)P(C)(C)=O)F)C (R)-(5-(7-chloro-3-fluoro-6-methyl-8-((1-(2,3,4-trifluorophenyl)ethyl)amino)-1,5-naphthyridin-2-yl)pyridin-2-yl)dimethylphosphine oxide